2-(3-((tert-butoxycarbonyl)amino)propyl)-4-methyl-4-nitropentanoic Acid C(C)(C)(C)OC(=O)NCCCC(C(=O)O)CC(C)([N+](=O)[O-])C